FC(C(=O)O)(F)F.ClC1=CC=C(C=C1)C(=C(CN1CCNCC1)C)CC(C)C 1-(3-(4-chlorophenyl)-2,5-dimethylhex-2-en-1-yl)piperazine trifluoroacetate